N1(CCNCC1)N1C=CC2=CC=CC=C12 (piperazin-1-yl)-1H-indole